CSC1=NN=C(S1)C1CCCC2=NOC(=C21)C(=O)N (5-(methylthio)-1,3,4-thiadiazol-2-yl)-4,5,6,7-tetrahydrobenzo[c]isoxazole-3-carboxamide